6-cyclohexyl-4-hydroxypyridazine-3(2H)-one C1(CCCCC1)C=1C=C(C(NN1)=O)O